acrylic acid, methacrylic acid salt C(C(=C)C)(=O)O.C(C=C)(=O)O